1-[3-(1-hydroxyethyl)-6-[5-[(5-methyl-2-pyridyl)amino]benzimidazol-1-yl]-2-pyridyl]-5-methyl-pyrazole-3-carbonitrile OC(C)C=1C(=NC(=CC1)N1C=NC2=C1C=CC(=C2)NC2=NC=C(C=C2)C)N2N=C(C=C2C)C#N